COC1=CC(=NC=C1C(=O)NCC=1C=NC(=CC1)C=1C=NC=NC1)N1N=CC=C1 4-methoxy-6-(1H-pyrazol-1-yl)-N-((6-(pyrimidin-5-yl)pyridin-3-yl)methyl)-nicotinamide